FC1=C(C(=CC=C1)F)C=1C=CC(=NC1)CNC1CC(C1)(F)F N-((5-(2,6-difluorophenyl)pyridin-2-yl)methyl)-3,3-difluorocyclobutan-1-amine